mannosyl laurate C(CCCCCCCCCCC)(=O)OC1[C@@H](O)[C@@H](O)[C@H](O)[C@H](O1)CO